C(C1=CC=CC=C1)[C@@H]1N(C(OC1)=O)C(=O)[C@@H](C(=O)OCCC)CCCC(=O)C1=NC=CC(=C1)Cl propyl (S)-2-((S)-4-benzyl-2-oxooxazolidine-3-carbonyl)-6-(4-chloropyridin-2-yl)-6-oxohexanoate